N-(5-(5-(cyclopropylmethoxy)benzo[d]oxazol-2-yl)-8-(methylamino)-2,7-naphthyridin-3-yl)cyclopropanecarboxamide C1(CC1)COC=1C=CC2=C(N=C(O2)C2=C3C=C(N=CC3=C(N=C2)NC)NC(=O)C2CC2)C1